tert-butyl N-tert-butoxycarbonyl-N-[5-(3-oxocyclopentyl)pyrimidin-2-yl]carbamate C(C)(C)(C)OC(=O)N(C(OC(C)(C)C)=O)C1=NC=C(C=N1)C1CC(CC1)=O